C(C1=CC=CC=C1)OC(=O)N[C@@H](CC1=CNC2=CC=CC=C12)C1=NN=C(O1)C(C)(C)NC(OC(C)(C)C)=O tert-butyl (S)-(2-(5-(1-(((benzyloxy)carbonyl)amino)-2-(1H-indol-3-yl)ethyl)-1,3,4-oxadiazol-2-yl)propan-2-yl)carbamate